ClC1=CN(C2=NC=C(C=C21)C(=O)NC(COC2=C(C=CC=C2)F)(CC(=C)C)C)C 3-chloro-N-(1-(2-fluorophenoxy)-2,4-dimethylpent-4-en-2-yl)-1-methyl-1H-pyrrolo[2,3-b]pyridine-5-carboxamide